4-(3-(tetrahydro-2H-pyran-4-yl)-1H-indol-5-yl)piperidine-1-carboxylic acid tert-butyl ester C(C)(C)(C)OC(=O)N1CCC(CC1)C=1C=C2C(=CNC2=CC1)C1CCOCC1